bis(1,1-dimethylethyl)[2',4',6'-tris(1-methylethyl)[1,1'-biphenyl]-2-yl]phosphine CC(C)(C)P(C1=C(C=CC=C1)C1=C(C=C(C=C1C(C)C)C(C)C)C(C)C)C(C)(C)C